4-(aminomethyl)-1-(5-(2,3-dichloropyridin-4-yl)-3-(hydroxymethyl)-6-methylpyrazin-2-yl)piperidine-4-carbonitrile NCC1(CCN(CC1)C1=NC(=C(N=C1CO)C1=C(C(=NC=C1)Cl)Cl)C)C#N